tert-butyl 3-(4-(4-(7-((3,5-dimethoxyphenyl)amino)quinoxalin-2-yl)-1H-pyrazol-1-yl)piperidine-1-carbonyl)-3-hydroxyazetidine-1-carboxylate COC=1C=C(C=C(C1)OC)NC1=CC=C2N=CC(=NC2=C1)C=1C=NN(C1)C1CCN(CC1)C(=O)C1(CN(C1)C(=O)OC(C)(C)C)O